COC(C1=CC=C(C=C1)C1=NC2=C(N1C(CCC1=CC=CC=C1)C(NC1CCCCC1)=O)C=CC=C2)=O 4-[1-(1-cyclohexylcarbamoyl-3-phenyl-propyl)-1H-benzimidazol-2-yl]-benzoic acid methyl ester